BrCC1=C(C(=O)OC)C=C(C=C1C(F)(F)F)I Methyl 2-(bromomethyl)-5-iodo-3-(trifluoromethyl)benzoate